CS(=O)(=O)O[C@@H]1C[C@H](CC1)C1=NN(C(=C1)NC(=O)OCC1=CC=CC=C1)C(C)(C)C trans-3-(5-(((benzyloxy)carbonyl)amino)-1-(tert-butyl)-1H-pyrazol-3-yl)cyclopentyl methanesulfonate